4-(3-methyl-5,6,7,8-tetrahydroimidazo[1,5-a]pyrazin-1-yl)piperidin (+)-Menthylacetat C1(CC(C(CC1)C(C)C)CC(=O)O)C.CC1=NC(=C2N1CCNC2)C2CCNCC2